ClC=1C=C(C(=NC1)OC)S(=O)(=O)NC1=C(C(=C(C=C1)F)C=1C=CC=2N(C1)C=NC2N2N=NC=C2)F 5-chloro-N-[2,4-difluoro-3-[1-(1,2,3-triazol-1-yl)imidazo[1,5-a]pyridin-6-yl]phenyl]-2-methoxypyridine-3-sulfonamide